O1C(CCC1)C#CC(=O)O 3-(tetrahydrofuran-2-yl)propiolic acid